Nonannitril C(CCCCCCCC)#N